FC(C(=O)O)(F)F.ClC=1C=C(C=CC1OCC#N)C1=CN=C(N1C)C(=O)NC1=CC(=C(C=C1)C(=O)N1CCN(CC1)CCN(C)C)Cl 5-[3-Chloro-4-(cyanomethoxy)phenyl]-N-[3-chloro-4-[4-[2-(dimethylamino)ethyl]piperazine-1-carbonyl]phenyl]-1-methyl-imidazole-2-carboxamide trifluoroacetate